5-[[(2S)-1-Hydroxy-3-methoxypropan-2-yl]amino]-4-(trifluoromethyl)-2-[[2-(trimethylsilyl)ethoxy]methyl]-2,3-dihydropyridazin-3-one OC[C@@H](COC)NC1=C(C(N(N=C1)COCC[Si](C)(C)C)=O)C(F)(F)F